C(C)OC(C[C@@H](C=1C=C(C(=CC1)OC(F)(F)F)C1=CC=CC=C1)N[S@](=O)C1=CC=C(C=C1)C)=O.C(CCCC)[Si](OCCOC)(CCCCC)CCCCC tri-n-pentyl-(2-methoxyethoxy)silane ethyl-(S)-3-((R)-4-methylphenylsulfinamido)-3-(6-(trifluoromethoxy)biphenyl-3-yl)propanoate